N-methyl-N-(2-(4-(4,4,5,5-tetramethyl-1,3,2-dioxaborolan-2-yl)-1H-pyrazol-1-yl)ethyl)pivalamide CN(C(C(C)(C)C)=O)CCN1N=CC(=C1)B1OC(C(O1)(C)C)(C)C